BrC1=CC=C(C=2C=CS(C21)C=O)F 7-bromo-4-fluoro-1-benzothiopheneAL